C1(CCCCC1)S(=O)(=O)N1[C@@H](CCCC1)C(=O)N[C@H](C(=O)OC)C(C)=O Methyl (S)-2-((S)-1-(cyclohexylsulfonyl)piperidine-2-carboxamido)-3-oxobutanoate